NC=1SC2=C(N1)C(=CC=C2F)C2=C(C=C1C(=NC=NC1=C2F)N2CCN(CC2)C(C=C)=O)Cl 1-[4-[7-(2-amino-7-fluoro-1,3-benzothiazol-4-yl)-6-chloro-8-fluoroquinazolin-4-yl]piperazin-1-yl]prop-2-en-1-one